2-(1-(1,4-diazepan-1-yl)butyl)-3-ethylpyrido[4,3-d]pyrimidin-4(3H)-one N1(CCNCCC1)C(CCC)C=1N(C(C2=C(N1)C=CN=C2)=O)CC